[K].C1CCC2=C(C=3CCCC3C=C12)NC(=O)NS(=O)(=O)C1CN(C1)CC1=CC(N(C=C1)C)=O N-((1,2,3,5,6,7-Hexahydro-s-indacen-4-yl)carbamoyl)-1-((1-methyl-2-oxo-1,2-dihydropyridin-4-yl)methyl)azetidine-3-sulfonamide, Potassium Salt